NCC1=CC=C(C=C1)N1C(=NC=2C1=NC(=CC2)N2N=CC=C2)C=2C(=NC=CC2)N 3-{3-[4-(aminomethyl)phenyl]-5-(pyrazol-1-yl)imidazo[4,5-b]pyridin-2-yl}pyridin-2-amine